N(N)C1=CC=C2C=CN=NC2=C1 7-hydrazinylcinnoline